FC=1C=CC(=C(C1)O)C=1C2=C(C(=NC1C=1SC=3CNCCC3N1)C=1C=NN(C1)C)C=CS2 5-fluoro-2-[4-(1-methylpyrazol-4-yl)-6-(4,5,6,7-tetrahydrothiazolo[5,4-c]pyridin-2-yl)thieno[3,2-c]pyridin-7-yl]phenol